nonadecane-4,6-diol CCCC(CC(CCCCCCCCCCCCC)O)O